tert-OctylPhenol CC(C)(C)CC(C)(C)C1=CC=CC=C1O